tri(tert-butyl)amine C(C)(C)(C)N(C(C)(C)C)C(C)(C)C